magnesium (methyl) chloride CCl.[Mg]